5-(2-(cyclopropylsulfonyl)-2H-indazol-5-yl)-5H-imidazo[5,1-a]isoindole C1(CC1)S(=O)(=O)N1N=C2C=CC(=CC2=C1)C1N2C(C3=CC=CC=C13)=CN=C2